Cl.Cl.NC1CCC(CC1)CCN1CCN(CC1)C1=CC=C2C(=NN(C2=C1)C)C1C(NC(CC1)=O)=O 3-[6-[4-[2-(4-aminocyclohexyl)ethyl]piperazin-1-yl]-1-methyl-indazol-3-yl]piperidine-2,6-dione dihydrochloride